3-(1,4-dimethyl-1H-benzo[d][1,2,3]triazol-5-yl)-3-(3-(((R)-2-ethyl-10-methoxy-2,3-dihydro-[1,4]oxazepino[7,6-g]quinolin-4(5H)-yl)methyl)-4-methylphenyl)-2,2-dimethylpropanoic acid CN1N=NC2=C1C=CC(=C2C)C(C(C(=O)O)(C)C)C2=CC(=C(C=C2)C)CN2C[C@H](OC1=CC=3C(=CC=NC3C=C1C2)OC)CC